(3-(ethylsulfonyl)phenyl)boronic acid C(C)S(=O)(=O)C=1C=C(C=CC1)B(O)O